(1-(7-aminoquinolin-5-yl)cyclopropyl)-2-methyl-5-((1-methylazetidin-2-yl)methoxy)benzamide NC1=CC(=C2C=CC=NC2=C1)C1(CC1)C=1C(=C(C(=O)N)C=C(C1)OCC1N(CC1)C)C